FC1=CC=C(C=C1)N1CC(C2=NC(=CC=C21)C#N)(C)C 1-(4-fluorophenyl)-3,3-dimethyl-2,3-dihydro-1H-pyrrolo[3,2-b]pyridine-5-carbonitrile